S1SS1 Thiodisulfide